N-(3-((2-((2-bromo-4-((1R,5S)-8-methyl-3,8-diazabicyclo[3.2.1]octan-3-yl)phenyl)amino)-5-(trifluoromethyl)pyrimidin-4-yl)amino)propyl)cyclobutanecarboxamide BrC1=C(C=CC(=C1)N1C[C@H]2CC[C@@H](C1)N2C)NC2=NC=C(C(=N2)NCCCNC(=O)C2CCC2)C(F)(F)F